3-amino-6-(4-fluorophenyl)-N-(4-(oxetan-3-ylmethylsulfonyl)phenyl)pyrazine-2-carboxamide NC=1C(=NC(=CN1)C1=CC=C(C=C1)F)C(=O)NC1=CC=C(C=C1)S(=O)(=O)CC1COC1